C(C)C1=NC2=C(SC3=C1C=CC=C3)C=CC(=C2)C(=O)NCCCOC 11-ethyl-N-(3-methoxypropyl)dibenzo[b,f][1,4]thiazepine-8-carboxamide